N[C@H](C(=O)O)[C@H](CCCB(O)O)CNC (2S,3R)-2-amino-6-dihydroxyboryl-3-((methylamino)methyl)hexanoic acid